CN1C(CC(CC1(C)C)OC(=O)CC(C(CC(=O)[O-])C(=O)[O-])C(=O)[O-])(C)C (1,2,2,6,6-pentamethyl-4-piperidyl)1,2,3,4-butanetetracarboxylate